CC1=C(C=CC(=C1)OC)NC1=NC2=CC(=C(C=C2C=C1)OC)O 2-((2-methyl-4-methoxyphenyl)amino)-7-hydroxy-6-methoxyquinoline